ClC1=CC=C(C(=N1)C(=O)O)N[C@H](C)C=1C=C(C=C2C(C(=C(OC12)C1=C(C=CC=C1)C#N)C)=O)C 6-Chloro-3-[[(1R)-1-[2-(2-cyanophenyl)-3,6-dimethyl-4-oxo-chromen-8-yl]ethyl]amino]pyridine-2-carboxylic acid